C(C1=CC=CC=C1)OC(NC=1C(N(C=CC1)C1=NC=CC=C1)=O)=O N-[2-oxo-1-(2-pyridyl)-3-pyridyl]carbamic acid benzyl ester